5-chloro-N2-(4-((trans)-2,6-dicyclopropyl-1-(oxetan-3-yl)-1,2,3,6-tetrahydropyridin-4-yl)-2-isopropoxy-5-methylphenyl)-N4-(2-(isopropylsulfonyl)phenyl)pyrimidine-2,4-diamine ClC=1C(=NC(=NC1)NC1=C(C=C(C(=C1)C)C=1C[C@@H](N([C@H](C1)C1CC1)C1COC1)C1CC1)OC(C)C)NC1=C(C=CC=C1)S(=O)(=O)C(C)C